ClC=1C=C2CC(CC2=CC1)N 5-chloro-2,3-dihydro-1H-inden-2-amine